C1N(CCC2=CC=CC=C12)CC(CN1C(C2=CC=C(C=C2CC1)C(=O)N1CCC2(CC(C2)OC(F)(F)F)CC1)=O)O 2-(3-(3,4-Dihydroisoquinolin-2(1H)-yl)-2-hydroxypropyl)-6-(2-(trifluoromethoxy)-7-Azaspiro[3.5]nonane-7-carbonyl)-3,4-dihydroisoquinolin-1(2H)-one